N1N=CC2=CC(=CC=C12)NC=1C2=C(NN1)C1=C(C2)SC(=C1)C=1C=NC(=CC1)OC N-(1H-indazol-5-yl)-6-(6-methoxypyridin-3-yl)-1,4-dihydrothieno[2',3':4,5]cyclopenta[1,2-c]pyrazol-3-amine